2-Methyl-4-acetylbenzoic acid CC1=C(C(=O)O)C=CC(=C1)C(C)=O